3-((R)-2,3-dihydro-1H-inden-1-yl)-4-oxobutanoate [C@@H]1(CCC2=CC=CC=C12)C(CC(=O)[O-])C=O